(R)-2-((tert-Butoxycarbonyl)amino)-3-(diethoxyphosphoryl)propanoic acid methyl ester COC([C@H](CP(=O)(OCC)OCC)NC(=O)OC(C)(C)C)=O